ClC=1C(=C(C=CC1F)[C@H](NC(=O)N1[C@@H](C(NCC1)=O)C)[C@@H]1C[C@@H](CC1)C(F)(F)F)F |o1:8| (2R)-N-((R or S)-(3-chloro-2,4-difluorophenyl)(cis-3-(trifluoromethyl)cyclopentyl)methyl)-2-methyl-3-oxopiperazine-1-carboxamide